C12(CC3CC(CC(C1)C3)C2)CN2N=CC(=C2C)C2=C(C=3N(C=C2)N=C(N3)N(C(=O)OC(C)(C)C)C(=O)OC(C)(C)C)C(=O)OC methyl 7-(1-(adamantan-1-ylmethyl)-5-methyl-1H-pyrazol-4-yl)-2-(bis(tert-butoxycarbonyl) amino)-[1,2,4]triazolo[1,5-a]pyridine-8-carboxylate